Cl[13CH2][13C](=O)O chloroacetic acid-1,2-13C2